OCC(=O)NC1=CC=C(C[As]([O-])([O-])=O)C=C1 p-alpha-hydroxyacetylaminobenzylarsonate